C(C)(C)OC1=CC(=C(C=C1)C(C(C)C)=N)C 1-(4-isopropoxy-2-methylphenyl)-1-imino-2-methylpropane